N-cyclopentyl-1,1-bis(3-decylphenyl)phosphanamine C1(CCCC1)NP(C1=CC(=CC=C1)CCCCCCCCCC)C1=CC(=CC=C1)CCCCCCCCCC